4-(4-(4-(4-bromobutoxy)-phenyl)piperidin-1-yl)-2-cyclopropylbenzonitrile BrCCCCOC1=CC=C(C=C1)C1CCN(CC1)C1=CC(=C(C#N)C=C1)C1CC1